1-benzyl-3-(6-(4-(ethoxycarbonyl)phenoxy)hexyl)-1H-imidazol-3-ium Bromide [Br-].C(C1=CC=CC=C1)N1C=[N+](C=C1)CCCCCCOC1=CC=C(C=C1)C(=O)OCC